FC1=C(C(=O)N[C@H](C)C=2C=NC(=NC2)C(F)(F)F)C=C(C=C1C=1SC(=CN1)C)O[C@H]1CO[C@@H](C1)O 2-fluoro-5-(((3R,5S)-5-hydroxytetrahydrofuran-3-yl)Oxy)-3-(5-methylthiazol-2-yl)-N-((R)-1-(2-(trifluoromethyl)pyrimidin-5-yl)ethyl)benzamide